C(C)(=O)C1=NN(C2=C(C=C(C=C12)C=1C=NC(=NC1)C(C)O)C)CC(=O)N1[C@@H]2C[C@@]2(C[C@H]1C(=O)NC1=NC(=CC=C1C)Br)C (1R,3S,5R)-2-(2-(3-acetyl-5-(2-(1-hydroxyethyl)pyrimidin-5-yl)-7-methyl-1H-indazol-1-yl)acetyl)-N-(6-bromo-3-methylpyridin-2-yl)-5-methyl-2-azabicyclo[3.1.0]hexane-3-carboxamide